C(C)(C)C(CC(C(C(C(=O)[O-])(CC(CC)C(C)C)CC(CC)C(C)C)(O)C(=O)[O-])C(=O)[O-])CC tri(2-isopropyl-1-butyl)citrate